C(C)(=O)OC(C1=CC=CC=C1)OC(C)=O benzylidene diacetate